5-phenylpent-4-enal C1(=CC=CC=C1)C=CCCC=O